C(C)(=O)NC[C@@H](C1=CC=C(C=C1)S(=O)(=O)CC)NC(OC(C)(C)C)=O tert-butyl (R)-(2-acetylamino-1-(4-(ethyl sulfonyl)phenyl) ethyl)carbamate